The molecule is an N-sulfonylcarboxamide resulting from the formal condensation of the sulfonamide nitrogen of p-(cyclopropylaminocarbonyl)benzenesulfonamide with the carboxy group of O-methylsalicylic acid. It is a herbicide safener, used in conjunction with the Bayer herbicide tembotrione. It has a role as a herbicide safener. It is a N-sulfonylcarboxamide and a member of cyclopropanes. It derives from an O-methylsalicylic acid. COC1=CC=CC=C1C(=O)NS(=O)(=O)C2=CC=C(C=C2)C(=O)NC3CC3